ClC=1C(=NN2C1C(NC(=C2)C2=CC1=CC=CC=C1C=C2)=O)C(=O)OCC Ethyl 3-chloro-6-(naphthalen-2-yl)-4-oxo-4,5-dihydropyrazolo[1,5-a]pyrazine-2-carboxylate